(3-fluorobicyclo[1.1.1]-pentan-1-yl)(3-phenoxypyrrolidin-1-yl)methanone FC12CC(C1)(C2)C(=O)N2CC(CC2)OC2=CC=CC=C2